FC1=C(C=C(CC2=NNC(C3=CC=CC=C23)=O)C=C1)P1(CCN(CC1)C1=NC=C(C=N1)Cl)=O 4-(4-fluoro-3-(4-oxido-1-(5-(chloro)pyrimidin-2-yl)-1,4-azaphosphinan-4-yl)benzyl)phthalazin-1(2H)-one